CC(CCO)C=CC(CCCCCCC)C 3,6-dimethyltridec-4-en-1-ol